2,4-dichloro-2-imidazolidinyl-acetophenone ClC(C(=O)C1=CC=CC=C1)N1CNC(C1)Cl